C1OC2(C=3C=NC=CC31)CN(C2)C(=O)OC(C)(C)C tert-butyl 1'H-spiro[azetidine-3,3'-furo[3,4-c]pyridine]-1-carboxylate